(S)-3-(4-acrylamidobenzamido)-N-(2-(dimethylamino)-1-phenylethyl)-1-ethyl-6,6-dimethyl-4,6-dihydropyrrolo[3,4-c]pyrazole-5(1H)-carboxamide C(C=C)(=O)NC1=CC=C(C(=O)NC=2C3=C(N(N2)CC)C(N(C3)C(=O)N[C@H](CN(C)C)C3=CC=CC=C3)(C)C)C=C1